FC1=CC=C(C=C1)N1C=2N=C3C=NNC3=CC2C(=C1C(C)C)CCC(=O)O 3-[4-(4-fluorophenyl)-5-isopropyl-2,4,10,11-tetrazatricyclo[7.3.0.03,7]dodeca-1,3(7),5,8,11-pentaen-6-yl]propanoic acid